FC1=CC=C(C=C1)C(=C1CCN(CC1)CCC=1N=NN(C1)S(=O)(=O)C1=CC=C(C(=O)NCCC)C=C1)C1=CC=C(C=C1)F 4-((4-(2-(4-(Bis(4-fluorophenyl)methylene)piperidin-1-yl)ethyl)-1H-1,2,3-triazol-1-yl)sulfonyl)-N-propylbenzamide